FC(C(=O)O)(F)F.FC=1C=C(C#N)C=CC1COC1=NC(=CC=C1)NC1CNCCC1 3-fluoro-4-(((6-(piperidin-3-ylamino)pyridin-2-yl)oxy)methyl)benzonitrile trifluoroacetic acid salt